CCCCCCCCCCCCCCC(=O)O[C@H](COC(=O)CCCCCCCCC/C=C\C/C=C\CCCCC)COP(=O)(O)OC[C@@H](C(=O)O)N 1-(11Z,14Z-eicosadienoyl)-2-pentadecanoyl-glycero-3-phosphoserine